(R)-2-methyl-4-(3-(1-methyl-1H-indazol-4-yl)phenyl)morpholine C[C@@H]1CN(CCO1)C1=CC(=CC=C1)C1=C2C=NN(C2=CC=C1)C